(3R)-3-(5-(8-(((1s,3s)-adamantan-1-yl)amino)octyl)-4-oxo-2-(trifluoromethyl)quinazoline-3(4H)-yl)piperidine-2,6-dione C12(CC3CC(CC(C1)C3)C2)NCCCCCCCCC2=C3C(N(C(=NC3=CC=C2)C(F)(F)F)[C@H]2C(NC(CC2)=O)=O)=O